C1(=CC=CC=C1)C=1C=CC2=C(N(C(=N2)C2=NN(C3=CC=C(C=C23)C(=O)NCCCNC(OC(C)(C)C)=O)COCC[Si](C)(C)C)COCC[Si](C)(C)C)C1 tert-butyl (3-(3-(6-phenyl-1-((2-(trimethylsilyl)ethoxy)methyl)-1H-benzo[d]imidazol-2-yl)-1-((2-(trimethylsilyl)ethoxy)methyl)-1H-indazole-5-carboxamido)propyl)carbamate